3-[4-[tert-Butyl(diphenyl)silyl]oxy-3-methyl-but-1-ynyl]-5-chloro-1-[(4-methoxyphenyl)methyl]pyrazin-2-one [Si](C1=CC=CC=C1)(C1=CC=CC=C1)(C(C)(C)C)OCC(C#CC=1C(N(C=C(N1)Cl)CC1=CC=C(C=C1)OC)=O)C